C1=CC=CC=2C3=CC=CC=C3N(C12)CC(CN1C(N(CC1)C1CCC1)=O)O 1-(3-(9H-carbazol-9-yl)-2-hydroxypropyl)-3-cyclobutyl-imidazolidin-2-one